8-(2-chlorophenyl)-9-(4-chlorophenyl)-2-(3-methylpyrazol-1-yl)-6-[4-(trifluoromethyl)-1-piperidyl]purine ClC1=C(C=CC=C1)C=1N(C2=NC(=NC(=C2N1)N1CCC(CC1)C(F)(F)F)N1N=C(C=C1)C)C1=CC=C(C=C1)Cl